3-iodo-1-(tetrahydro-2H-pyran-2-yl)-6-(2-(2-(trifluoromethyl)pyridin-4-yl)-2,6-diazaspiro[3.4]octan-6-yl)-1H-pyrazolo[3,4-d]pyrimidine IC1=NN(C2=NC(=NC=C21)N2CC1(CN(C1)C1=CC(=NC=C1)C(F)(F)F)CC2)C2OCCCC2